FC(OC1=CC=C(C=C1)C=1C(NC=C2C=CC(=NC12)CCC)=O)F 8-(4-(difluoromethoxy)phenyl)-2-propyl-1,6-naphthyridin-7(6H)-one